ClC1=C(C=CC=C1NC1=CC(=C(C=C1)Cl)F)[C@@]1(CC(N(C(N1)=N)C1CCOCC1)=O)C (6S)-6-[2-Chloro-3-(4-chloro-3-fluoroanilino)phenyl]-2-imino-6-methyl-3-(tetrahydropyran-4-yl)hexahydropyrimidin-4-one